CCCC/C=C\C/C=C\CCCCCCCC(=O)OC[C@H](COP(=O)(O)OC[C@H](CO)O)OC(=O)CC/C=C\C/C=C\C/C=C\C/C=C\C/C=C\C/C=C\CC 1-(9Z,12Z-heptadecadienoyl)-2-(4Z,7Z,10Z,13Z,16Z,19Z-docosahexaenoyl)-glycero-3-phospho-(1'-sn-glycerol)